1,1'-(4,6-difluoro-1,3-phenylene)bis-(2-naphthol) FC1=C(C=C(C(=C1)F)C1=C(C=CC2=CC=CC=C12)O)C1=C(C=CC2=CC=CC=C12)O